(4S)-3,4-oxazolidinedicarboxylic acid, 3-(1,1-dimethylethyl) ester O1CN([C@@H](C1)C(=O)[O-])C(=O)OC(C)(C)C